(1S,3R,4S,5S)-3-((5-chloro-4-(4-fluoro-2-(2-hydroxypropan-2-yl)-1-isopropyl-1H-benzo[d]imidazol-6-yl)pyrimidin-2-yl)amino)-8-(phenylsulfonyl)-6-oxa-8-azabicyclo[3.2.1]octan-4-ol ClC=1C(=NC(=NC1)N[C@@H]1C[C@H]2CO[C@@H]([C@H]1O)N2S(=O)(=O)C2=CC=CC=C2)C=2C=C(C1=C(N(C(=N1)C(C)(C)O)C(C)C)C2)F